ethyl 8-amino-2-oxo-3,4-dihydro-1H-quinoline-6-carboxylate NC=1C=C(C=C2CCC(NC12)=O)C(=O)OCC